4-(4-((5-(tert-butyl)-1,3,4-thiadiazol-2-yl)oxy)phenyl)piperidin-1-ium chloride [Cl-].C(C)(C)(C)C1=NN=C(S1)OC1=CC=C(C=C1)C1CC[NH2+]CC1